(1-isonicotinoylazetidin-3-yl)-6-methoxyquinoline-8-carboxamide C(C1=CC=NC=C1)(=O)N1CC(C1)C1=NC2=C(C=C(C=C2C=C1)OC)C(=O)N